C1(=CC=CC2=CC=CC=C12)CC1=C(C(NC(N1)=O)=O)C1=CC(=CC=C1)C(F)(F)F 6-(Naphthalen-1-ylmethyl)-5-(3-(trifluoromethyl)phenyl)pyrimidine-2,4(1H,3H)-dione